[Al].O=C1\C(\NC2=CC=C(C=C12)S(=O)(=O)O)=C\1/NC2=CC=C(C=C2C1=O)S(=O)(=O)O (E)-3,3'-dioxo-1H,1'H,3H,3'H-[2,2'-biindolylidene]-5,5'-disulfonic acid aluminium